5-pyrazol-1-ylpyrimidin-2-amine N1(N=CC=C1)C=1C=NC(=NC1)N